2-(5-(2-(1-methoxyethyl)phenoxy)-2-((S)-3-(5-methylpyridin-2-yloxy)pyrrolidin-1-yl)phenyl)ethanol COC(C)C1=C(OC=2C=CC(=C(C2)CCO)N2C[C@H](CC2)OC2=NC=C(C=C2)C)C=CC=C1